FC1(C2=CC=CC=C2C=2C=C(C=CC12)C(=O)NCC(=O)N1CC2(OCCO2)C[C@H]1C(=O)N[C@H](C)C=1SC=C(C1)C=1N=COC1)F (8S)-7-{2-[(9,9-difluorofluoren-3-yl)formamido]acetyl}-N-[(1R)-1-[4-(1,3-oxazol-4-yl)thiophen-2-yl]ethyl]-1,4-dioxa-7-azaspiro[4.4]nonane-8-carboxamide